HEXAFLUORENIUM BROMIDE C[N+](C)(CCCCCC[N+](C)(C)C1C2C=CC=CC=2C2C=CC=CC1=2)C1C2C=CC=CC=2C2C=CC=CC1=2.[Br-].[Br-]